N-(6-(Thienylsulfonamido)benzo[d]thiazol-2-yl)furan-2-carboxamide tert-butyl-(1R,5S)-3-thia-8-azabicyclo[3.2.1]octane-8-carboxylate C(C)(C)(C)OC(=O)N1[C@H]2CSC[C@@H]1CC2.S2C(=CC=C2)S(=O)(=O)NC2=CC1=C(N=C(S1)NC(=O)C=1OC=CC1)C=C2